magnesium triborate B([O-])([O-])O.B(O)(O)O.B(O)(O)O.[Mg+2]